C(C)(C)OC(C1=CN=C(C=C1Cl)Cl)=O 4,6-dichloronicotinic acid isopropyl ester